N-[4-{4-[6-(dimethyl-amino)-pyridin-3-yl]phenoxy}-tetrahydrofuran-3-yl]propane-2-sulfonamide CN(C1=CC=C(C=N1)C1=CC=C(OC2C(COC2)NS(=O)(=O)C(C)C)C=C1)C